1-(2,6-dibenzyloxy-3-pyridyl)-5-[4-(dimethoxymethyl)-1-piperidyl]benzimidazole C(C1=CC=CC=C1)OC1=NC(=CC=C1N1C=NC2=C1C=CC(=C2)N2CCC(CC2)C(OC)OC)OCC2=CC=CC=C2